(4-(2-(4-(tert-butyl) naphthalen-2-yl) pyridin-4-yl)-1,2-phenylene) bis(di-tert-butyl methylcarbamate) C(C)(C)(C)C(NC(OC1=C(C=C(C=C1)C1=CC(=NC=C1)C1=CC2=CC=CC=C2C(=C1)C(C)(C)C)OC(NC(C(C)(C)C)C(C)(C)C)=O)=O)C(C)(C)C